N-(3-((5-bromo-3-methyl-4-oxo-3,4-dihydroquinazolin-6-yl)amino)-2-chloro-4-fluorophenyl)-3-fluoro-4-methoxypyrrolidine-1-sulfonamide trifluoroacetate FC(C(=O)O)(F)F.BrC1=C2C(N(C=NC2=CC=C1NC=1C(=C(C=CC1F)NS(=O)(=O)N1CC(C(C1)OC)F)Cl)C)=O